8-chloro-1-[trans-4-(morpholin-4-yl)cyclohexyl]-N-(propan-2-yl)-5,6-dihydro-4H-[1,2,4]triazolo[4,3-a][1]benzazepin-5-amine ClC=1C=CC2=C(CC(CC=3N2C(=NN3)[C@@H]3CC[C@H](CC3)N3CCOCC3)NC(C)C)C1